5-(benzylamino)-7-methoxy-1-methyl-1,3-dihydro-2H-benzo[d]imidazol-2-one C(C1=CC=CC=C1)NC1=CC2=C(N(C(N2)=O)C)C(=C1)OC